1H-cyclopenta[1,2-a]phenanthrene-6-one C1CC=C2C1=CC=C1C3=CC=CC(C3=CC=C21)=O